COC1=CC=C2C(=N1)C[C@@H]1C=C(C[C@]2(C1=O)C(=O)OC)C([2H])([2H])[2H] |r| racemic-methyl (5s,9r)-2-methoxy-7-(methyl-d3)-11-oxo-9,10-dihydro-5,9-methanocycloocta[b]pyridine-5(6H)-carboxylate